(12AR)-8,10-difluoro-9-(2-methoxy-6-methylphenyl)-3,4,12,12a-tetrahydro-6H-pyrazino[2,1-c][1,4]benzoxazepine-2(1H)-carboxylic acid tert-butyl ester C(C)(C)(C)OC(=O)N1C[C@@H]2COC3=C(CN2CC1)C=C(C(=C3F)C3=C(C=CC=C3C)OC)F